decen-8-on C=CCCCCCC(CC)=O